N2-(2-(1-(Cyclopropylsulfonyl)-1H-pyrazol-4-yl)pyrimidin-4-yl)-5-(1-(difluoromethyl)-1H-pyrazol-3-yl)-N4-(((1s,3s)-3-((dimethylamino)methyl)cyclobutyl)methyl)pyridine-2,4-diamine C1(CC1)S(=O)(=O)N1N=CC(=C1)C1=NC=CC(=N1)NC1=NC=C(C(=C1)NCC1CC(C1)CN(C)C)C1=NN(C=C1)C(F)F